(2,2-dimethylpyrrolidin-1-yl)methanone CC1(N(CCC1)C=O)C